N-(3-amino-2-hydroxy-propyl)-5-[[2-chloro-6-[4-[4-[(4R)-4-amino-2-oxo-pyrrolidin-1-yl]phenyl]sulfonylpiperazin-1-yl]-4-pyridinyl]-difluoro-methyl]pyrazine-2-carboxamide NCC(CNC(=O)C1=NC=C(N=C1)C(F)(F)C1=CC(=NC(=C1)N1CCN(CC1)S(=O)(=O)C1=CC=C(C=C1)N1C(C[C@H](C1)N)=O)Cl)O